FC=1C(=CC=C2C(=NC=NC12)NC)C1=NN(C=C1C)C1COC1 8-fluoro-N-methyl-7-(4-methyl-1-(oxetane-3-yl)-1H-pyrazol-3-yl)quinazolin-4-amine